2-(1-((7-Methoxy-3-(5-methylisoxazol-3-yl)-[1,2,4]triazolo[4,3-b]pyridazin-6-yl)oxy)ethyl)-7,8-dihydro-1,6-naphthyridine-6(5H)-carboxylic acid tert-butyl ester C(C)(C)(C)OC(=O)N1CC=2C=CC(=NC2CC1)C(C)OC=1C(=CC=2N(N1)C(=NN2)C2=NOC(=C2)C)OC